aluminium tristearate C(CCCCCCCCCCCCCCCCC)(=O)[O-].C(CCCCCCCCCCCCCCCCC)(=O)[O-].C(CCCCCCCCCCCCCCCCC)(=O)[O-].[Al+3]